FC=1C(=NC=C(C1C)F)NC=1C2=C(N=CN1)C=CC(=N2)N2[C@@H]1CN([C@H](C2)C1)C(C=C)=O 1-((1S,4S)-5-(4-((3,5-difluoro-4-methylpyridin-2-yl)amino)pyrido[3,2-d]pyrimidin-6-yl)-2,5-diazabicyclo[2.2.1]heptan-2-yl)prop-2-en-1-one